FC(C(=O)N1CC(C1)N1C(N(C=2C1=NC(=CC2)C)C=2C=NC(=CC2)C(F)(F)F)=O)=C 3-(1-(2-fluoroacryloyl)azetidin-3-yl)-5-methyl-1-(6-(trifluoromethyl)pyridin-3-yl)-1,3-dihydro-2H-imidazo[4,5-b]pyridin-2-one